tert-butyl (1-(((3-((cyclopropylmethyl)sulfanyl)pyridin-2-yl)methyl)amino)-2-methyl-1-oxopropan-2-yl)carbamate C1(CC1)CSC=1C(=NC=CC1)CNC(C(C)(C)NC(OC(C)(C)C)=O)=O